[6-[(2,4-difluorophenyl)methyl]-2-azaspiro[3.3]heptan-2-yl]-[6-[6-(trifluoromethyl)-3-pyridyl]-2-azaspiro[3.3]heptan-2-yl]methanone FC1=C(C=CC(=C1)F)CC1CC2(CN(C2)C(=O)N2CC3(C2)CC(C3)C=3C=NC(=CC3)C(F)(F)F)C1